Methyl 4-methyl-5-oxo-6-((1-((2-(trimethylsilyl)ethoxy)methyl)-1H-indazol-4-yl)methyl)-5,6-dihydro-4H-thiazolo[5',4':4,5]pyrrolo[2,3-d]pyridazine-2-carboxylate CN1C2=C(C3=C1C(N(N=C3)CC3=C1C=NN(C1=CC=C3)COCC[Si](C)(C)C)=O)SC(=N2)C(=O)OC